C1(CC1)C=1N=C(C(=NC1C)C(=O)N)NC1=CC(=CC(=C1)CCNC([C@H](C)NC)=O)F (S)-5-cyclopropyl-3-((3-fluoro-5-(2-(2-(methylamino)propanamido)ethyl)phenyl)amino)-6-methylpyrazine-2-carboxamide